4'-[4-(2H-1,2,3,4-tetrazol-5-yl)benzamido]-[1,1'-biphenyl] N=1NN=NC1C1=CC=C(C(=O)NC2=CC=C(C=C2)C2=CC=CC=C2)C=C1